(5-Butyl-1H-benzo[d][1,2,3]triazol-1-yl)-2,3-dihydro-2,2-dimethylnaphtho[1,2-b]furan-4,5-dione C(CCC)C1=CC2=C(N(N=N2)C2C3=C(OC2(C)C)C2=CC=CC=C2C(C3=O)=O)C=C1